BrCC1CNCCC1 3-(bromomethyl)piperidine